C(C)(C)(C)OC(=O)N1C2=CC=CC=C2C=2CCCCC12 1,2,3,4-tetrahydrocarbazole-9-carboxylic acid tert-butyl ester